The molecule is a monohydroxyproline where the hydroxy group is located at the 4-position. It is found in fibrillar collagen. It has a role as a human metabolite. It is a conjugate acid of a 4-hydroxyprolinate. It is a tautomer of a 4-hydroxyproline zwitterion. C1C(CNC1C(=O)O)O